CN1CC(OCC1)COC1CN(CC1)C=1C2=C(N=CN1)SC(=C2)C=2C(NC(NC2)=O)=O 5-[4-[3-[(4-Methylmorpholin-2-yl)methoxy]pyrrolidin-1-yl]thieno[2,3-d]pyrimidin-6-yl]-1H-pyrimidine-2,4-dione